2-(2-(2-(3-bromopropoxy)ethoxy)ethyl)isoindoline-1,3-dione BrCCCOCCOCCN1C(C2=CC=CC=C2C1=O)=O